COC(=O)C1CC(N(CC1)CC1=C(C(=CC=C1)Cl)F)CC1=NC(=CC=C1F)Br ((6-bromo-3-fluoropyridin-2-yl)methyl)-1-(3-chloro-2-fluoro-benzyl)piperidine-4-carboxylic acid methyl ester